FC(C1=NN(C=C1C1=CC2=C(C=N1)C=NN2C(C)C)[C@@H]2C[C@H](C2)CNC=2C=C1C(N(C(C1=CC2)=O)C2C(NC(CC2)=O)=O)=O)F 5-(((trans-3-(3-(difluoromethyl)-4-(1-isopropyl-1H-pyrazolo[4,3-c]pyridin-6-yl)-1H-pyrazol-1-yl)cyclobutyl)methyl)amino)-2-(2,6-dioxopiperidin-3-yl)isoindoline-1,3-dione